tert-butyl(2-(5-(2-oxo-6-(trifluoromethyl)-1,2-dihydropyridine-3-carboxamido)-5,6,7,8-tetrahydronaphthalen-1-yl)ethyl)carbamate C(C)(C)(C)OC(NCCC1=CC=CC=2C(CCCC12)NC(=O)C=1C(NC(=CC1)C(F)(F)F)=O)=O